9-((5-methoxy-6-nitropyridin-3-yl)oxy)-2,3-dihydroimidazo[1,2-c]quinazoline COC=1C=C(C=NC1[N+](=O)[O-])OC1=CC=2C=3N(C=NC2C=C1)CCN3